2-(1-(tert-butoxycarbonyl)pyrrolidin-3-yl)-4-hydroxybutyric acid C(C)(C)(C)OC(=O)N1CC(CC1)C(C(=O)O)CCO